C(C)(C)N1CC(C1)C(=O)O 1-isopropylazetidine-3-carboxylic acid